COC(=O)C1=CNC2=CC=C(C=C12)Br methyl-5-bromo-1H-indole-3-carboxylate